CC=1N(N=C2C(=NN=C(C21)C)N2CCC(CC2)C(=O)NC2CC(C2)N(C)C)C2=CC=C(C=C2)C 1-(3,4-dimethyl-2-(p-tolyl)-2H-pyrazolo[3,4-d]pyridazin-7-yl)-N-((1s,3s)-3-(dimethylamino)cyclobutyl)piperidine-4-carboxamide